2-[(3R)-3-methyl-3-{5-methyl-2-[trans-4-(trifluoromethyl)cyclohexyl]pyrazolo[1,5-a]pyrimidin-7-yl}piperidin-1-yl]acetic acid methyl ester COC(CN1C[C@@](CCC1)(C1=CC(=NC=2N1N=C(C2)[C@@H]2CC[C@H](CC2)C(F)(F)F)C)C)=O